1-Boc-N-(prop-2-ynyl)piperidine-4-carboxamide C(=O)(OC(C)(C)C)N1CCC(CC1)C(=O)NCC#C